C(C)(C)(C)OC(=O)N1CC(CC1)C1=C(C(=O)O)C=CC=C1 2-(1-(tert-Butoxycarbonyl)pyrrolidin-3-yl)benzoic acid